1,4-Naphthylendiamin C1=CC=C2C(=C1)C(=CC=C2N)N